(R)-4-(5-methyl-7-oxo-5,6,7,8-tetrahydropyrido[2,3-d]pyrimidin-4-yl)thiophene-2-carboxylic acid C[C@@H]1CC(NC=2N=CN=C(C21)C=2C=C(SC2)C(=O)O)=O